4-(9,9-dioctyl-9H-fluoren-2-yl)-N,N-bis[4-(4,4,5,5-tetramethyl-1,3,2-dioxaborolan-2-yl)phenyl]-aniline C(CCCCCCC)C1(C2=CC=CC=C2C=2C=CC(=CC12)C1=CC=C(N(C2=CC=C(C=C2)B2OC(C(O2)(C)C)(C)C)C2=CC=C(C=C2)B2OC(C(O2)(C)C)(C)C)C=C1)CCCCCCCC